FC(C=1C=C(C=CC1)NC1=CC(=NC=N1)NC=1C=C(C=CC1)NC(=O)C1CC1)(F)F cyclopropanecarboxylic acid (3-(6-(3-trifluoromethyl-phenylamino)-pyrimidin-4-ylamino)-phenyl)-amide